FC1=C(OC2=CC=NC3=CC(=C(C=C23)OC)OCCC(=O)[O-])C=CC(=C1)NC(=O)C1(CC1)C(NC1=CC(=CC=C1)Cl)=O.[K+] Kalium 3-[[4-[2-Fluoro-4-[[1-[(3-Chlorophenyl)carbamoyl]cyclopropanecarbonyl] amino]phenoxy]-6-methoxy-7-quinolyl]oxy]propionat